N-(3-(1-((2,6-dimethylphenyl)imino)ethyl)phenyl)-1,1-diphenylphosphanamine CC1=C(C(=CC=C1)C)N=C(C)C=1C=C(C=CC1)NP(C1=CC=CC=C1)C1=CC=CC=C1